2-(3-chloropyridine-4-yl)-5-(2,2,3,3,3-pentafluoropropoxy)pyrazine ClC=1C=NC=CC1C1=NC=C(N=C1)OCC(C(F)(F)F)(F)F